ClC1=NC=C(C(=N1)C=1C=C(C(=O)OC)C=CC1)F methyl 3-(2-chloro-5-fluoropyrimidin-4-yl)benzoate